(2R,3R,4S,5R,6R)-2-((3-(tert-butyl)isoxazol-5-yl)methyl)-4-(4-(2,3-difluoro-4-methylphenyl)-1H-1,2,3-triazol-1-yl)-5-hydroxy-6-(hydroxymethyl)tetrahydro-2H-pyran-3-yl carbamate C(N)(O[C@H]1[C@H](O[C@@H]([C@@H]([C@@H]1N1N=NC(=C1)C1=C(C(=C(C=C1)C)F)F)O)CO)CC1=CC(=NO1)C(C)(C)C)=O